FC(C(=O)N1CC(C1)N1N=C(C=2C1=NC(=CC2)C#N)C2=CC=C(C=C2)C(F)(F)F)=C 1-(1-(2-fluoroacryloyl)azetidin-3-yl)-3-(4-(trifluoromethyl)phenyl)-1H-pyrazolo[3,4-b]pyridine-6-carbonitrile